(1H-pyrazole-3-yl)-boronic acid N1N=C(C=C1)B(O)O